C(C)(=O)N1[C@H](CN(CC1)S(=O)(=O)C=1C=C(C(=O)N2C[C@H]([C@@H](C2)C(=O)N[C@@H]2[C@H](C2)C2=CC=CC=C2)C(=O)N[C@@H]2[C@H](C2)C2=CC=CC=C2)C=CC1)C(NCCCCCCCCCCCCCC)=O (3S,4S)-1-(3-(((R)-4-acetyl-3-(tetradecylcarbamoyl)piperazin-1-yl)sulfonyl)benzoyl)-N3,N4-bis((1S,2R)-2-phenylcyclopropyl)pyrrolidine-3,4-dicarboxamide